2,5-bis(perfluorobutyl)-terphenyl-terephthalaldehyde FC(C(C(C(F)(F)F)(F)F)(F)F)(C1(C(=CC(=CC1)C(C(C(C(F)(F)F)(F)F)(F)F)(F)F)C=1C(=CC=CC1)C1=CC=CC=C1)C1=CC(=CC=C1C=O)C=O)F